(3-(2-(1-piperazinyl)-5-pyrimidinyl)-6-quinoxalinyl)(1-piperidinyl)methanone N1(CCNCC1)C1=NC=C(C=N1)C=1C=NC2=CC=C(C=C2N1)C(=O)N1CCCCC1